C1(=CC=CC=C1)C(=C(CC1=NC=CC=C1C)C1=CC(=CC=C1)C(F)(F)F)C1=CC=CC=C1 2-(3,3-diphenyl-2-(3-(trifluoromethyl)phenyl)allyl)-3-methylpyridine